2-(3,5-dimethyl-phenyl)pyrrolidine Ethyl-2-((4-chloro-2-methoxy-6-((2-methylpyridin-3-yl)amino)phenyl)amino)-2-oxoacetate C(C)OC(C(=O)NC1=C(C=C(C=C1NC=1C(=NC=CC1)C)Cl)OC)=O.CC=1C=C(C=C(C1)C)C1NCCC1